3-(1-fluorocyclopropyl)propan-1-ol (-)-menthyl-succinate C1(CC(C(CC1)C(C)C)C(C(=O)O)CC(=O)O)C.FC1(CC1)CCCO